tris(3-indolyl)methane N1C=C(C2=CC=CC=C12)C(C1=CNC2=CC=CC=C12)C1=CNC2=CC=CC=C12